pentamethylcyclopentadienyl-(1-neopentyl-6,6-diethyl-1,5,6,7-tetrahydro-s-indacenyl)hafnium CC1=C(C(=C(C1([Hf]C1(C=CC2=CC=3CC(CC3C=C12)(CC)CC)CC(C)(C)C)C)C)C)C